1-(4-vinylbenzyl)-3-butylimidazolium C(=C)C1=CC=C(CN2C=[N+](C=C2)CCCC)C=C1